ClC1=NC=C(C(=N1)NC1=NC(=C(C=C1)C1=CC=CC=C1)C)C(F)(F)F 2-chloro-N-(6-methyl-5-phenylpyridin-2-yl)-5-(trifluoromethyl)pyrimidin-4-amine